rac-1-(3-((tert-butyldimethylsilyl)oxy)propyl)-4-(3-chloro-2-fluoro-6-((2-(trimethylsilyl)ethoxy)methoxy)phenyl)pyrrolidin-2-one [Si](C)(C)(C(C)(C)C)OCCCN1C(C[C@@H](C1)C1=C(C(=CC=C1OCOCC[Si](C)(C)C)Cl)F)=O |r|